6-(benzyloxy)-1,3,5-triazine-2,4(1H,3H)-dione C(C1=CC=CC=C1)OC1=NC(NC(N1)=O)=O